4-(1-(methylsulfonyl)ethyl)-1H-pyrazol CS(=O)(=O)C(C)C=1C=NNC1